CC1=CC=C(C=C1)S(=O)(=O)OCC1CCN(CC1)C1=CC=C(C=2OCCOC21)C(NC2C(NC(CC2)=O)=O)=O (1-(8-((2,6-dioxopiperidin-3-yl)carbamoyl)-2,3-dihydrobenzo[b][1,4]dioxin-5-yl)piperidin-4-yl)methyl 4-methylbenzenesulfonate